C(C)(C)(C)N(C(=O)OCC1=NC(=CC(=N1)C)C#C[Si](C(C)C)(C(C)C)C(C)C)CC1=NC=C(C=N1)N (4-methyl-6-((triisopropylsilyl)ethynyl)pyrimidin-2-yl)methanol tert-butyl-((5-aminopyrimidin-2-yl)methyl)carbamate